C1(=CC=CC=C1)C1(C2=CC=CC=C2C=2C=CC=CC12)C1=CC=C(C=C1)C=1C(=C(C=2C=CC3=CC=C(C=4C=CC1C2C43)NC4=CC=C(C=C4)C(C)(C)C)NC4=CC=C(C=C4)C(C)(C)C)C4=CC=C(C=C4)C4(C3=CC=CC=C3C=3C=CC=CC43)C4=CC=CC=C4 bis[4-(9-phenyl-9H-fluoren-9-yl)phenyl]-N,N'-bis(4-t-butylphenyl)pyrene-1,6-diamine